Ethyl 1-amino-4-(3-methoxy-2-methylphenyl)-3-methyl-1H-pyrrole-2-carboxylate NN1C(=C(C(=C1)C1=C(C(=CC=C1)OC)C)C)C(=O)OCC